endo-5-norcamphene C12CCC(C=C1)C2